C(#N)C=1C=C(C=NC1OC(F)F)NC(=O)[C@@H]1C[C@](C2=C1C=NC=1N2N=C(C1)F)(C)C1=NN(C=C1)C(F)F (cis)-N-(5-cyano-6-(difluoromethoxy)pyridin-3-yl)-8-(1-(difluoromethyl)-1H-pyrazol-3-yl)-2-fluoro-8-methyl-7,8-dihydro-6H-cyclopenta[e]pyrazolo[1,5-a]pyrimidine-6-carboxamide